O.[Na+].N[C@@H](CC(=O)O)C(=O)[O-] L-aspartate monosodium hydrate